C(C=C)(=O)N1C2C(N(CC1)C1=NC(N3C4=C(C(=C(C=C14)Cl)C1=C(C=C(C=C1)F)F)SCC3)=O)COC2 7-(4-acryloylhexahydrofuro[3,4-b]pyrazin-1(2H)-yl)-9-chloro-10-(2,4-difluorophenyl)-2,3-dihydro-5H-[1,4]thiazino[2,3,4-ij]quinazolin-5-one